N1=CN=C(C2=C1NC=C2)C=2C=NN(C2)CC=2C=C(C=CC2)NS(=O)(=O)C2=CC=CC=C2 N-(3-{[4-(7H-pyrrolo[2,3-d]-pyrimidin-4-yl)-1H-pyrazol-1-yl]methyl}phenyl)benzene-sulfonamide